FC1=CC(=C(C=C1)C1=CN=C2SC(=NN21)N2CCC1(CC(CO1)N)CC2)OC 8-(5-(4-fluoro-2-methoxyphenyl)imidazo[2,1-b][1,3,4]thiadiazol-2-yl)-1-oxa-8-azaspiro[4.5]decan-3-amine